C[C@@H]1N(CC1)C=1N=C(C2=C(N1)CCC2)C2=CC1=C(OCCN1)N=C2 7-[2-[(2S)-2-methylazetidin-1-yl]-6,7-dihydro-5H-cyclopenta[d]pyrimidin-4-yl]-2,3-dihydro-1H-pyrido[2,3-b][1,4]oxazine